NC1=C(C(N(C(=N1)N1CCC2(CC1)[C@@H](C1=CC=CC=C1C2)N)C)=O)SC=2C(=NC=CC2)C(F)(F)F (S)-6-amino-2-(1-amino-1,3-dihydrospiro[indene-2,4'-piperidin]-1'-yl)-3-methyl-5-((2-(trifluoromethyl)pyridin-3-yl)thio)pyrimidin-4(3H)-one